((4-((2-hydroxyethoxy)methyl)benzyl)oxy)-2-isopropylpyridazin-3(2H)-one OCCOCC1=CC=C(COC=2C(N(N=CC2)C(C)C)=O)C=C1